4-acetyl-N-{6-[(3-cyclopropyl-1H-pyrazol-5-yl)amino]-5-methoxy-1,2-benzoxazol-3-yl}-2,6-dimethoxy-N-[(4-methoxyphenyl)methyl]benzene-1-sulfonamide C(C)(=O)C1=CC(=C(C(=C1)OC)S(=O)(=O)N(CC1=CC=C(C=C1)OC)C1=NOC2=C1C=C(C(=C2)NC2=CC(=NN2)C2CC2)OC)OC